6-fluoro-5-(1-(2-fluorophenyl)propyl)-3-hydroxy-4H-benzo[e][1,2,4]thiadiazine 1,1-dioxide FC=1C=CC2=C(NC(=NS2(=O)=O)O)C1C(CC)C1=C(C=CC=C1)F